C(=O)([O-])C(O)C(O)C(=O)[O-].[Ca+2] calcium tartrate salt